N1=CC=C2N1C=C(C=N2)C(=O)N Pyrazolo[1,5-a]Pyrimidine-6-carboxamide